(+/-)-6-Bromo-4-(cis-4-hydroxy-3-methylpiperidin-1-yl)-1-methyl-2-oxo-1,2-dihydro-1,5-naphthyridine-3-carbonitrile BrC=1N=C2C(=C(C(N(C2=CC1)C)=O)C#N)N1C[C@H]([C@H](CC1)O)C |r|